N-((R)-3-methoxy-1-oxo-1-(((R)-3-phenoxy-1-(4,4,5,5-tetramethyl-1,3,2-dioxaborolan-2-yl)propyl)amino)propan-2-yl)-6-methyl-picolinamide COC[C@H](C(N[C@@H](CCOC1=CC=CC=C1)B1OC(C(O1)(C)C)(C)C)=O)NC(C1=NC(=CC=C1)C)=O